6-Mercapto-2,3-dihydro-1H-inden-4-ol SC=1C=C(C=2CCCC2C1)O